C(CCC)SC1=C(C(=O)NC23CCC(CC2)(CC3)C#N)C=C(C=C1)C(F)(F)F (butylsulfanyl)-N-(4-cyanobicyclo[2.2.2]oct-1-yl)-5-(trifluoromethyl)benzamide